(3R,4R)-1-(cyanoacetyl)-4-ethylpyrrolidin C(#N)CC(=O)N1CC[C@H](C1)CC